2-(3-cyclopropyl-4-nitro-pyrazol-1-yl)cyclopropanecarboxylate C1(CC1)C1=NN(C=C1[N+](=O)[O-])C1C(C1)C(=O)[O-]